(S)-1-(4-cyclopropylthiazol-2-yl)ethan-1-amine hydrochloride Cl.C1(CC1)C=1N=C(SC1)[C@H](C)N